CC1NC2C(NC1)=CC=CC2 3-methyl-1,2,3,4,4a,5-hexahydrobenzo[b]pyrazine